dysprosium lutetium [Lu].[Dy]